(4-{[((R)-7-Benzyloxy-2,3-dihydro-benzo[1,4]dioxin-2-ylmethyl)-(oxazole-2-carbonyl)-amino]-methyl}-benzyl)-carbamic acid tert-butyl ester C(C)(C)(C)OC(NCC1=CC=C(C=C1)CN(C(=O)C=1OC=CN1)C[C@@H]1COC2=C(O1)C=C(C=C2)OCC2=CC=CC=C2)=O